5H-pyrido[2,3-b]carbazole-5,11(10H)-dione N1=CC=CC2=C1C(C=1NC3=CC=CC=C3C1C2=O)=O